CCCCC(CC)CCC(CC(C)C)OS(=O)(=O)[O-] The molecule is an organosulfate oxoanion that is the conjugate base of tetradecyl sulfonic acid, obtained by deprotonation of the O-sulfo group. It is a conjugate acid of a tetradecyl sulfonic acid.